3-(2-chlorophenoxy)-2,2-dimethyl-N-(piperidin-4-yl)propanamide ClC1=C(OCC(C(=O)NC2CCNCC2)(C)C)C=CC=C1